triheptylundecanoate C(CCCCCC)C(CCCCCCCCCC(=O)[O-])(CCCCCCC)CCCCCCC